CC=1NC(=C(C(C1C(C)=O)C=1C2=C(SC1)C=CC(=C2)C(=O)N2CCOCC2)C(C)=O)C 1,1'-(2,6-Dimethyl-4-(5-(morpholine-4-carbonyl)benzo[b]thiophen-3-yl)-1,4-dihydropyridine-3,5-diyl)bis(ethan-1-one)